N1C(=S)NC(=S)C=C1 bisthiouracil